(6-(tert-butyl)naphthalen-2-yl)boric acid C(C)(C)(C)C=1C=C2C=CC(=CC2=CC1)OB(O)O